N1C(=NC2=C1C=CC=C2)CCC2(NC1=CC=CC=C1C(=N2)NCCN2CCOCC2)N 2-(2-(1H-benzo[d]imidazol-2-yl)ethyl)-N4-(2-morpholinoethyl)quinazoline-2,4-diamine